[N+](=[N-])=C1C(C(C(=O)O)=CC=C1)C(=O)O diazophthalic acid